N-isopropyl-5-(4-hydroxy-3-methoxyphenyl)thiophene-2-carboxamide C(C)(C)NC(=O)C=1SC(=CC1)C1=CC(=C(C=C1)O)OC